4-(2-Chloro-6,7-dihydro-4H-furo[3,2-c]pyran-4-yl)-5-methylthiophene-2-carbaldehyde ClC1=CC=2C(OCCC2O1)C=1C=C(SC1C)C=O